C[Ti]C bis(methyl)titanium